4-(((2Z)-3-cyclohexyl-5-((4-methoxynaphthalene-1-yl)methylene)-4-oxothiazolidin-2-ylidene)amino)benzenesulphonamide C1(CCCCC1)N1/C(/SC(C1=O)=CC1=CC=C(C2=CC=CC=C12)OC)=N/C1=CC=C(C=C1)S(=O)(=O)N